2-FLUORO-3-METHOXYPYRIDINE-4-BORONIC ACID FC1=NC=CC(=C1OC)B(O)O